CC1CC2C(CC1CC1(CC3C(CC1C)O3)C)O2 6-methyl-3,4-epoxycyclohexylmethylmethyl-6-methyl-3,4-epoxycyclohexane